1-(4-bromobenzyl)-3-(4,5-dimethyl-1,3-dithiolan-2-yl)-4-oxo-4H-pyrido[1,2-a]pyrimidinium BrC1=CC=C(C[N+]2=C3N(C(C(=C2)C2SC(C(S2)C)C)=O)C=CC=C3)C=C1